N-(2-iodo-4-(perfluoropropan-2-yl)-6-(trifluoromethyl)phenyl)-2-fluoro-3-nitrobenzamide IC1=C(C(=CC(=C1)C(C(F)(F)F)(C(F)(F)F)F)C(F)(F)F)NC(C1=C(C(=CC=C1)[N+](=O)[O-])F)=O